NC1=C(SC2=NC(=C(C=C21)F)C)C(=O)NC2CC=1C=CC(=NC1CC2)N2CC(C(C2)N)(COC)F 3-amino-N-{2-[4-amino-3-fluoro-3-(methoxymethyl)pyrrolidin-1-yl]-5,6,7,8-tetrahydroquinolin-6-yl}-5-fluoro-6-methylthieno[2,3-b]pyridine-2-carboxamide